CN(C(=O)CN1N=C(C=2C(=CC=CC12)C1=C(C=C2C=NN(C2=C1)C)C#N)C1CC2(CNC2)C1)CC(=O)NCC(=O)OC methyl ({[N-methyl({3-(2-aza-6-spiro[3.3]heptyl)-5'-cyano-1'-methyl-1H,1'H-4,6'-biindazolyl-1-yl}methyl)carbonylamino]methyl}carbonylamino)acetate